4-{3-[(3,5-difluorophenyl)methoxy]-5-[(1-methylazetidin-3-yl)oxy]pyridin-2-yl}-5-methylthiophene-2-carboxamide FC=1C=C(C=C(C1)F)COC=1C(=NC=C(C1)OC1CN(C1)C)C=1C=C(SC1C)C(=O)N